N1(CCNCC1)CC(=O)O 2-(piperazin-1-yl)acetic acid